N-(1-((2H-tetrazol-5-yl)methyl)-3-(2,5-bis(difluoromethoxy)phenyl)-1H-pyrazol-4-yl)pyrazolo[1,5-a]pyrimidine-3-carboxamide N=1NN=NC1CN1N=C(C(=C1)NC(=O)C=1C=NN2C1N=CC=C2)C2=C(C=CC(=C2)OC(F)F)OC(F)F